iso-Butandiol C(C(C)C)(O)O